(S)-N-(1-(3-fluorophenyl)-2-hydroxyethyl)-4-(5-methyl-2-((1-methyl-1H-pyrazol-5-yl)amino)pyrimidin-4-yl)oxazole-2-carboxamide FC=1C=C(C=CC1)[C@@H](CO)NC(=O)C=1OC=C(N1)C1=NC(=NC=C1C)NC1=CC=NN1C